ClC1=C(C(=CC=C1)C=1C=C2C(=NN1)NCC1N2CCNC1)O 2-chloro-6-(6,6a,7,8,9,10-hexahydro-5H-pyrazino[1',2':4,5]pyrazino[2,3-c]pyridazin-2-yl)phenol